tert-butyl 4-(5-cyanopyrimidin-2-yl)piperazine-1-carboxylate C(#N)C=1C=NC(=NC1)N1CCN(CC1)C(=O)OC(C)(C)C